C1CCC(C(C1)N(CC(=O)O)CC(=O)O)N(CC(=O)O)CC(=O)O (1,2-cyclohexylenedinitrilo)tetraacetic acid